C1(CC1)[C@@H]1CN(CCN1)C=1N=NC(=CN1)C1=C(C=C(C=C1)C=1C(=NNC1)F)O 2-{3-[(3R)-3-cyclopropylpiperazin-1-yl]-1,2,4-triazin-6-yl}-5-(3-fluoro-1H-pyrazol-4-yl)phenol